O1C(OCC1)C=1C(=CC(=C(C(=O)O)C1)F)OC 5-(1,3-dioxolan-2-yl)-2-fluoro-4-methoxybenzoic acid